C(C)N(C(=O)C=1N=C(SC1)C=1C=NN(C1)C1=NC=CC=C1)C1CCNCC1 N-ethyl-N-(piperidin-4-yl)-2-[1-(pyridin-2-yl)-1H-pyrazol-4-yl]-1,3-thiazole-4-carboxamide